O=C(CC(=O)OCC)CCC Ethyl 3-oxohexanoate